1-aminopropan-2-thiol NCC(C)S